5-methoxy-2-(3-methyl-1-((2-(trimethylsilyl)ethoxy)methyl)-1H-pyrazol-4-yl)-4-(2-methyl-2,8-diazaspiro[4.5]decan-8-yl)pyrido[3,4-d]pyrimidine COC1=CN=CC=2N=C(N=C(C21)N2CCC1(CCN(C1)C)CC2)C=2C(=NN(C2)COCC[Si](C)(C)C)C